(3S,4R)-1-(3,4,5-trimethoxyphenyl)-3-selenocyanomethyl-4-(3-hydroxy-4-methoxyphenyl)azetidin-2-one COC=1C=C(C=C(C1OC)OC)N1C([C@H]([C@@H]1C1=CC(=C(C=C1)OC)O)C[Se]C#N)=O